C(=C)C1CC(CCC1)C=C 1,3-divinylcyclohexane